ClC1=CC(=CN=N1)C(=O)NC1=C(C=C(C(=C1)F)F)NC1CC1 6-Chloro-N-(2-(cyclopropylamino)-4,5-difluorophenyl)pyridazine-4-carboxamide